ClC1=C(C(=O)NNS(=O)(=O)C2=CC=C(C=C2)C)C(=CC=C1)Cl 2,6-dichloro-N'-(p-tolyl-sulfonyl)benzohydrazide